(2S,4S)-boc-4-phenylpyrrolidine C(=O)(OC(C)(C)C)N1CC[C@H](C1)C1=CC=CC=C1